C[C@H]1CC[C@@H](NC1)C=1C=CC2=C(N=C(S2)C2=CC=NC=C2)C1 5-((2R,5S)-5-methylpiperidin-2-yl)-2-(Pyridin-4-yl)benzo[d]thiazole